Cl[C@H](CC1CC1)C1=CC=C(C=C1)[C@H](C)NC(C(F)(F)F)=O ((S)-1-(4-((R)-1-chloro-2-cyclopropylethyl)phenyl)ethyl)-2,2,2-trifluoroacetamide